FC1=CC(=C(C=C1)N1CN(C(C2=CC=C(C=C12)C#N)=O)C1=CNC(C=C1)=O)C 1-(4-fluoro-2-methylphenyl)-4-oxo-3-(6-oxo-1,6-dihydropyridin-3-yl)-1,2,3,4-tetrahydro-quinazoline-7-carbonitrile